C(#N)CN1N=CC(=C1)C1=CC2=C(N(C=N2)C2=CC(=C(C(=O)NCC)C(=C2)OC)OC)C=C1 4-[5-[1-(cyanomethyl)pyrazol-4-yl]benzimidazol-1-yl]-N-ethyl-2,6-dimethoxy-benzamide